1-[2-(2,4-dichlorophenyl)-4-propyl-1,3-dioxolan-2-ylmethyl]-1H-1,2,4-triazole ClC1=C(C=CC(=C1)Cl)C1(OCC(O1)CCC)CN1N=CN=C1